N-(1-cyclobutyl-1H-pyrazol-4-yl)-6-(1H-imidazol-1-yl)picolinamide C1(CCC1)N1N=CC(=C1)NC(C1=NC(=CC=C1)N1C=NC=C1)=O